BrC1=NC=2N(C(N(C(C2N1C)=O)COCC[Si](C)(C)C)=O)CC(C)O[Si](C)(C)C(C)(C)C 8-bromo-3-(2-((tert-butyldimethylsilyl)oxy)propyl)-7-methyl-1-((2-(trimethylsilyl)ethoxy)methyl)-3,7-dihydro-1H-purine-2,6-dione